[Pd].P.P bisphosphine palladium